2-(1-(3-chloropyridoyl)pyrrolidin-3-yl)-5-(2-ethylphenoxy)benzaldehyde ClC=1C(=NC=CC1)C(=O)N1CC(CC1)C1=C(C=O)C=C(C=C1)OC1=C(C=CC=C1)CC